ClC=1C=C(C=CC1)C=1SC(=C(N1)C)C=1C=CC(N(N1)CC=1SC(=NN1)C1=CC=C(C=C1)F)=O 6-(2-(3-chlorophenyl)-4-methylthiazol-5-yl)-2-((5-(4-fluorophenyl)-1,3,4-thiadiazol-2-yl)methyl)pyridazin-3(2H)-one